N-(6-METHOXY-1-METHYL-1H-PYRAZOLO[4,3-C]PYRIDIN-7-YL)-6-(3-(TRIFLUOROMETHYL)-1H-PYRAZOL-5-YL)PYRIDINE-3-SULFONAMIDE COC1=C(C2=C(C=N1)C=NN2C)NS(=O)(=O)C=2C=NC(=CC2)C2=CC(=NN2)C(F)(F)F